propyldimethylamine hydrochloride Cl.C(CC)N(C)C